BrC1=CC=2C(OCC3=CC(=NC=C3C=3C=CC(=C(NS(C(=C1OC)C2)(=O)=O)C3)Cl)OC)=O 13-bromo-19-chloro-5,14-dimethoxy-16,16-dioxo-9-oxa-16λ6-thia-4,17-diazatetracyclo[16.3.1.111,15.02,7]tricosa-1(22),2,4,6,11(23),12,14,18,20-nonaen-10-one